(R)-2-phenyl-5-(3-(5-(trifluoromethyl)pyridin-2-yloxy)pyrrolidin-1-yl)isonicotinamide C1(=CC=CC=C1)C=1C=C(C(=O)N)C(=CN1)N1C[C@@H](CC1)OC1=NC=C(C=C1)C(F)(F)F